1-(Pyrimidin-2-yl)pent-4-en-1-one N1=C(N=CC=C1)C(CCC=C)=O